BrC=1C(=C(C(=CC1)Br)CCO)F 2-(3,6-dibromo-2-fluorophenyl)ethan-1-ol